N1(CCC2(CC1)OC1=C(C2)C=CC=C1)C(=O)[O-] spiro[3H-benzofuran-2,4'-piperidine]-1'-carboxylate